C(C=C)(=O)N1CCC(CC1)NC=1C=C2C(=NC=NC2=CC1OC)NC1=C(C=C(OC2=CC(=NC=C2)N2C[C@@H](CC2)CC#N)C=C1)F (S)-2-(1-(4-(4-((6-((1-acryloylpiperidin-4-yl)amino)-7-methoxyquinazolin-4-yl)amino)-3-fluorophenoxy)pyridin-2-yl)pyrrolidin-3-yl)acetonitrile